CC(C(=O)OC=1C(=CC(=C(C1)CC=C)CC=C)OC)CC(C#N)C1=C(C=C(C=C1C)Br)F 4-(2-propenyl)eugenol methyl-4-(4-bromo-2-fluoro-6-methylphenyl)-4-cyanobutanoate